FC=1C(=C(C=C(C1)C(C)C)[C@H](C(=O)O)N1C[C@@H](CC1)OCCCCCC1=NC=2NCCCC2C(=C1)CCOC)OC (R)-2-(3-fluoro-5-isopropyl-2-methoxyphenyl)-2-((R)-3-((5-(4-(2-methoxyethyl)-5,6,7,8-tetrahydro-1,8-naphthyridin-2-yl)pentyl)oxy)pyrrolidin-1-yl)acetic acid